(3S)-5-[(E)-3-[2-[tert-butoxycarbonyl(methyl)amino]ethyl-methyl-amino]prop-1-enyl]-2-oxo-spiro[1H-pyrrolo[2,3-b]pyridine-3,6'-5,7-dihydrocyclopenta[b]pyridine]-3'-carboxylic acid C(C)(C)(C)OC(=O)N(CCN(C/C=C/C=1C=C2C(=NC1)NC([C@]21CC=2C(=NC=C(C2)C(=O)O)C1)=O)C)C